ClC1=C(C=CC=C1)[C@H](C)OC(=O)NC1=C(SC=C1)C1=CC=C(C=N1)NC(=O)C1CCCCC1 (1S,2S)-2-((6-(3-((((R)-1-(2-Chlorophenyl)ethoxy)carbonyl)amino)thiophen-2-yl)pyridin-3-yl)carbamoyl)cyclohexan